5-(benzylamino)-2-(pyridin-2-yl)-4,5,6,7-tetrahydro-2H-indazol-3-ol C(C1=CC=CC=C1)NC1CC2=C(N(N=C2CC1)C1=NC=CC=C1)O